5-amino-3-[2-(2-methoxyphenyl)ethyl]-3,4-dihydroquinazolin-4-one NC1=C2C(N(C=NC2=CC=C1)CCC1=C(C=CC=C1)OC)=O